(4aR,5aR)-2-(5-Fluoropyridin-2-yl)-3-(6-methyl-1H-pyrazolo[3,4-b]pyridin-4-yl)-4,4a,5,5a-tetrahydrocyclopropa[4,5]pyrrolo[1,2-b]pyrazole FC=1C=CC(=NC1)C=1C(=C2N(N1)[C@H]1[C@@H](C2)C1)C1=C2C(=NC(=C1)C)NN=C2